FC(C(=O)O)(F)F.[C@H]12N(CCN[C@H]2CC1)C=1C(C=2C(=NC3=C(N2)N=C(S3)C)NC1CC)=O 7-((1S,6S)-2,5-diazabicyclo[4.2.0]octan-2-yl)-6-ethyl-2-methylpyrido[2,3-b]thiazolo[4,5-e]pyrazin-8(5H)-one trifluoroacetate